N12CCN(CC1)CC2 1,4-Diazabicyclo(2.2.2)-octan